2-(2-chloro-1H-indol-3-yl)-N,N-diethylethan-1-amine ClC=1NC2=CC=CC=C2C1CCN(CC)CC